NC(C(C)(C)N1N=C(C(=C1)NC1=NC=C(C(=N1)NCCCNC(=O)C1CCC1)C(F)(F)F)C)=O N-(3-((2-((1-(1-amino-2-methyl-1-oxopropan-2-yl)-3-methyl-1H-pyrazol-4-yl)amino)-5-(trifluoromethyl)pyrimidin-4-yl)amino)propyl)cyclobutanecarboxamide